OC=1C=C2C(=NN(C2=CC1)C(=O)OC(C)(C)C)C tert-Butyl 5-hydroxy-3-methyl-1H-indazole-1-carboxylate